Zinc(II) perchlorate Cl(=O)(=O)(=O)[O-].[Zn+2].Cl(=O)(=O)(=O)[O-]